t-butylimino-tris(dimethylamino)phosphine C(C)(C)(C)N=P(N(C)C)(N(C)C)N(C)C